BrC=1C(=C(C)C(=CC1)OC)OC 3-bromo-2,6-dimethoxytoluene